2-isopropyl-5-(5-(methoxymethyl)-4H-1,2,4-triazol-3-yl)-4-methylbenzoic acid C(C)(C)C1=C(C(=O)O)C=C(C(=C1)C)C1=NN=C(N1)COC